FC=1C=C2C=NN(C2=CC1N1CCC2(CC(C2)=O)CC1)C 5-fluoro-1-methyl-6-(2-oxo-7-azaspiro[3.5]nonan-7-yl)indazol